8-(4-(3-(4-fluorophenyl)-1-isopropyl-2,4-dioxo-1,2,3,4-tetrahydropyrimidine-5-carboxamido)phenoxy)-2,3-dihydro-4H-pyrido[3,2-b][1,4]oxazine-4-carboxylic acid tert-butyl ester C(C)(C)(C)OC(=O)N1C2=C(OCC1)C(=CC=N2)OC2=CC=C(C=C2)NC(=O)C=2C(N(C(N(C2)C(C)C)=O)C2=CC=C(C=C2)F)=O